COC([C@H](N)[C@H](O)C)=O D-allo-threonine methyl ester